N-(2-hydroxytetracosanoyl)-eicosasphinganine OC(C(=O)N[C@@H](CO)[C@H](O)CCCCCCCCCCCCCCCCC)CCCCCCCCCCCCCCCCCCCCCC